1-acetyl-4-fluoro-N-{[6-fluoro-5-(propan-2-yl)pyridin-2-yl](3-methoxyphenyl)methyl}pyrrolidine-2-carboxamide C(C)(=O)N1C(CC(C1)F)C(=O)NC(C1=CC(=CC=C1)OC)C1=NC(=C(C=C1)C(C)C)F